tert-Butyl 2,6-dioxo-3-(4-(2-(2-(2-(((6S,9R)-6,7,8,9-tetrahydro-5H-6,9-epiminocyclohepta[d]pyrimidin-4-yl)amino)ethoxy)ethoxy)ethoxy)phenyl)piperidine-1-carboxylate O=C1N(C(CCC1C1=CC=C(C=C1)OCCOCCOCCNC=1C2=C(N=CN1)[C@H]1CC[C@@H](C2)N1)=O)C(=O)OC(C)(C)C